5-(2-methylthio-4-methoxypyrimidine-5-yl)4-methylisoxazole CSC1=NC=C(C(=N1)OC)C1=C(C=NO1)C